C(#N)C=1C(=CC(=NC1)NC(=O)N1CCCC2=CC(=C(N=C12)C=O)CN1C(OC[C@@H]1C)=C=O)N1C[C@H](CC1)OC N-(5-cyano-4-((S)-3-methoxypyrrolidin-1-yl)pyridin-2-yl)-7-formyl-6-(((S)-4-methyl-2-carbonyloxazolidin-3-yl)methyl)-3,4-dihydro-1,8-naphthyridine-1(2H)-carboxamide